2-(6-(((1R,3s,5S)-1,5-dimethyl-8-azabicyclo[3.2.1]octan-3-yl)(methyl)amino)pyridazin-3-yl)-3-fluoro-5-(2-methoxypyridin-4-yl)phenol C[C@]12CC(C[C@](CC1)(N2)C)N(C2=CC=C(N=N2)C2=C(C=C(C=C2F)C2=CC(=NC=C2)OC)O)C